C(C1=CC=CC=C1)OC(=O)NC(C(=O)OC(C)(C)C)CCCC(=O)OC(C)(C)C di-tert-butyl 2-(((benzyloxy)carbonyl)amino)hexanedioate